CC1=CC=CC(=N1)C1=C(N=CN1)C=1C=C2C=C(C=NC2=CC1)N1CC(C1)C(=O)O[C@@H]1CN(CC1)C (S)-1-methylpyrrolidin-3-yl 1-(6-(5-(6-methylpyridin-2-yl)-1H-imidazol-4-yl)quinolin-3-yl)azetidine-3-carboxylate